1-[rac-(4S)-4-phenyl-6,7-dihydro-4H-pyrazolo[5,1-c][1,4]oxazin-2-yl]propan-1-one C1(=CC=CC=C1)[C@@H]1OCCN2C1=CC(=N2)C(CC)=O |r|